FC(C(C(=O)N1C[C@H]2OC3=C([C@@H]1C2)C=C(C=C3C#N)F)(C)C)F (2S,5S)-4-(3,3-difluoro-2,2-dimethylpropanoyl)-7-fluoro-2,3,4,5-tetrahydro-2,5-methanobenzo[f][1,4]oxazepine-9-carbonitrile